Cl.FC(C1CNC1)(F)F 3-(trifluoromethyl)azetidine hydrochloride